(S)-4-((tert-Butoxycarbonyl)amino)-2-(((2-(trimethylsilyl)ethoxy)-carbonyl)amino)butanoic acid C(C)(C)(C)OC(=O)NCC[C@@H](C(=O)O)NC(=O)OCC[Si](C)(C)C